1,3-bis(isocyanatomethyl)Cyclohexane N(=C=O)CC1CC(CCC1)CN=C=O